BrC=1C2=C(N(C(CC1C=O)=O)CC1=CC(=C(C=C1)C)F)C=C(C=C2)Br 5,8-Dibromo-1-(3-fluoro-4-methylbenzyl)-2-oxo-2,3-dihydro-1H-benzo[b]azepine-4-Formaldehyde